O1CCN(CC1)C1=C(C=C2CN(C(C2=C1)=O)C1COCC1)NC(=O)C=1C=NN2C1N=CC=C2 N-(6-Morpholino-1-oxo-2-tetrahydrofuran-3-yl-isoindolin-5-yl)pyrazolo[1,5-a]pyrimidine-3-carboxamide